7-bromo-4-methoxy-1H-indole-2-carboxylic acid BrC=1C=CC(=C2C=C(NC12)C(=O)O)OC